OC1=C(C(=CC=C1)OC)O 1,2-dihydroxy-3-methoxybenzene